OC[C@H](C1=CC=CC=C1)NC1=CC(=NC=C1C1=NC(=NO1)C)NC=1C=C2CNC(C2=CC1)=O (S)-5-((4-((2-hydroxy-1-phenylethyl)amino)-5-(3-methyl-1,2,4-oxadiazol-5-yl)pyridin-2-yl)amino)isoindolin-1-one